C(#N)C1(CC1)NS(=O)(=O)C=1C=CC=2N(C1)C(=NC2C=2CC1(CN(C1)C(C(C)C)=O)CC2)C=2SC(=NN2)C(F)F N-(1-cyanocyclopropyl)-3-(5-(difluoromethyl)-1,3,4-thiadiazol-2-yl)-1-(2-isobutyryl-2-azaspiro[3.4]oct-6-en-6-yl)imidazo[1,5-a]pyridine-6-sulfonamide